(R)-1-amino-2,3-dihydro-1H-indene-5-carbonitrile N[C@@H]1CCC2=CC(=CC=C12)C#N